3-[4-(cyclopropylmethoxy)-5-[(2,3-difluoro-6-methoxyphenyl)methoxy]-2-fluorophenyl]-2,4-dioxo-1H-thieno[3,4-d]pyrimidine-5-carboxylic acid C1(CC1)COC1=CC(=C(C=C1OCC1=C(C(=CC=C1OC)F)F)N1C(NC=2C(C1=O)=C(SC2)C(=O)O)=O)F